COC(=O)N1CC2=CC=CC=C2CC1 methyl-3,4-dihydroisoquinoline-2(1H)-carboxylate